ClC1=C(OC2=CC(=C(C=C2)NC(OCC=2C(=C3C(N(CC3=CC2)C2C(NC(CC2)=O)=O)=O)OC)=O)F)C=CC(=C1)F [2-(2,6-dioxopiperidin-3-yl)-4-methoxy-3-oxo-2,3-dihydro-1H-isoindol-5-yl]methyl N-[4-(2-chloro-4-fluorophenoxy)-2-fluorophenyl]carbamate